C1(CC1)C1=C2C=CNC2=CC=C1OC=1C=C(C=CC1)C=1NC(=CN1)C(C=1C=C(C=CC1)CCC(=O)O)O 3-(3-((2-(3-((4-cyclopropyl-1H-indol-5-yl)oxy)phenyl)-1H-imidazol-5-yl)(hydroxy)methyl)phenyl)propanoic acid